(3S)-N-(3-[2-[(2-hydroxyethyl)(methyl)amino]-6-(morpholin-4-yl)pyridin-4-yl]-4-methylphenyl)-3-(2,2,2-trifluoroethyl)pyrrolidine-1-carboxamide OCCN(C1=NC(=CC(=C1)C=1C=C(C=CC1C)NC(=O)N1C[C@@H](CC1)CC(F)(F)F)N1CCOCC1)C